2,6-Di-t-butyl-p-benzoquinone C(C)(C)(C)C=1C(C(=CC(C1)=O)C(C)(C)C)=O